(6aR)-8-acryloyl-4-chloro-3-(2-fluoro-6-hydroxyphenyl)-1-(5-methylhexahydropyrrolo[3,4-b]pyrrol-1(2H)-yl)-6,6a,7,8,9,10-hexahydro-12H-pyrazino[2,1-c]pyrido[3,4-f][1,4]oxazepin-12-one C(C=C)(=O)N1C[C@@H]2COC3=C(C(N2CC1)=O)C(=NC(=C3Cl)C3=C(C=CC=C3O)F)N3C1C(CC3)CN(C1)C